4-chloro-2-methyl-5,8-dihydro-2H-pyrano[3,4-d]pyridazine-1,7-dione ClC1=NN(C(C2=C1COC(C2)=O)=O)C